{2-[(3S)-1,2,3,4-tetrahydroisoquinolin-3-yl]ethyl}carbamic acid tert-butyl ester C(C)(C)(C)OC(NCC[C@H]1NCC2=CC=CC=C2C1)=O